(2S,6S)-2,4,6-trimethylpiperazine-1-carboxylate C[C@@H]1N([C@H](CN(C1)C)C)C(=O)[O-]